bis(diethylamino)-chlorophosphine C(C)N(CC)P(Cl)N(CC)CC